6-(3-acetyl-1-(2-((2S,4R)-2-((6-bromopyridin-2-yl)carbamoyl)-4-fluoropyrrolidin-1-yl)-2-oxoethyl)-1H-indazol-5-yl)pyrazolo[1,5-a]pyrimidine-2-carboxylic acid C(C)(=O)C1=NN(C2=CC=C(C=C12)C=1C=NC=2N(C1)N=C(C2)C(=O)O)CC(=O)N2[C@@H](C[C@H](C2)F)C(NC2=NC(=CC=C2)Br)=O